N1=CNC2=NC=CC(=C21)C=2C=NN(C2)C2=CC=C(C=N2)C(C(F)(F)F)(O)C2CCN(CC2)C(C)=O 1-(4-(1-(6-(4-(3H-imidazo[4,5-b]pyridin-7-yl)-1H-pyrazol-1-yl)pyridin-3-yl)-2,2,2-trifluoro-1-hydroxyethyl)piperidin-1-yl)ethanone